n-octadecyl-3-(4-hydroxy-3,5-di-t-butylphenyl)propionate C(CCCCCCCCCCCCCCCCC)OC(CCC1=CC(=C(C(=C1)C(C)(C)C)O)C(C)(C)C)=O